5-amino-8-(4-(4-(methylsulfonyl)benzyl)piperazin-1-yl)-5-(propoxycarbonyl)octylboronic acid NC(CCCCB(O)O)(CCCN1CCN(CC1)CC1=CC=C(C=C1)S(=O)(=O)C)C(=O)OCCC